FC1(CN(CC[C@H]1NC1=NN2C(C(=N1)OC)=C(C=C2)C=2C=NC=1N(C2)C=CN1)C(=O)C1(CC1)C#N)F (R)-1-(3,3-difluoro-4-((5-(imidazo[1,2-a]pyrimidin-6-yl)-4-methoxypyrrolo[2,1-f][1,2,4]triazin-2-yl)amino)piperidine-1-carbonyl)cyclopropane-1-carbonitrile